OC1=C(C2=CC=CC=C2C=C1)\C=N\C=1C=C(C(=O)O)C=CC1 (E)-3-(((2-hydroxynaphthalen-1-yl)methylene)amino)benzoic acid